ClC=1N=CN(C1C=O)COCC[Si](C)(C)C 4-chloro-1-((2-(trimethylsilyl)ethoxy)methyl)-1H-imidazole-5-carbaldehyde